N[C@H](C1CN(C1)C(=O)OC(C)(C)C)C1=CC=C(C=C1)F |r| racemic-tert-butyl 3-[amino(4-fluorophenyl)methyl]azetidine-1-carboxylate